C1(CC1)CN1[C@H]2[C@@]3(CC(=C([C@H]4[C@@]3(C=3C(=C(C=CC3C2)O)O4)CC1)O)C(=O)NC(C)(C)C1=NC(=NO1)C1=CC=CC=C1)O 17-(cyclopropylmethyl)-6,7-didehydro-4,5a-epoxy-3,6,14-trihydroxy-N-[2-(3-phenyl-1,2,4-oxadiazol-5-yl)propan-2-yl]morphinan-7-carboxamide